5-Acrylamido-1-(3-(trifluoromethyl)benzyl)-1H-indol C(C=C)(=O)NC=1C=C2C=CN(C2=CC1)CC1=CC(=CC=C1)C(F)(F)F